2,6,6-TRIMETHYL-2-CYCLOHEXEN CC=1CC(CCC1)(C)C